ClC1=NC(=CC=C1N1CCN(CC1)CC=1C(=C2NC(C=3N(C2=CC1)N=CC3F)=O)F)C(NC)=O 7-((4-(2-chloro-6-(methylcarbamoyl)pyridin-3-yl)piperazin-1-yl)methyl)-3,6-difluoropyrazolo[1,5-a]quinoxalin-4(5H)-one